N[C@@H]1C[C@H](CCC1)O (1S,3S)-3-aminocyclohexan-1-ol